CC=C(C(=O)O)C1=CC=CC2=CC=CC=C12.CC=1C=CC(=C(N)C1)COCC(F)(F)F 5-methyl-2-((2,2,2-trifluoroethoxy)methyl)aniline methylnaphthalenyl-acrylate